2-(4,6-dichloropyrimidin-5-yl)methylene-1H-indene-1,3(2H)-dione ClC1=NC=NC(=C1C=C1C(C2=CC=CC=C2C1=O)=O)Cl